C=1(C(=CC=CC1)CCl)CCl o-Xylylene dichloride